(2S)-3-cyclopropyl-2-(7-oxo-1H-pyrrolo[2,3-c]pyridin-6-yl)propanoic acid C1(CC1)C[C@@H](C(=O)O)N1C(C2=C(C=C1)C=CN2)=O